2-((2,3-dihydrobenzo[b][1,4]dioxin-6-yl)methylene)-9-(4-oxo-4H-chromen-3-yl)-8,9-dihydro-7H-furo[2,3-f]chromene-3,7(2H)-dione O1C2=C(OCC1)C=C(C=C2)C=C2C(C=1C(=C3C(CC(OC3=CC1)=O)C1=COC3=CC=CC=C3C1=O)O2)=O